CN1C=NC(=C1)CO (1-methylimidazol-4-yl)methanol